FC(C(=O)O)(F)F.C(C1=CC=CC=C1)OC(=O)C(C(CN1OCC2C1C(CN2C(=O)OC(C)(C)C)(F)F)O)CC tert-butyl 1-(3-((benzyloxy) carbonyl)-2-hydroxypentyl)-6,6-difluorotetrahydro-1H-pyrrolo[3,2-c]isoxazole-4(5H)-carboxylate trifluoroacetate